C(C)(C)(C)OC(=O)N(C[C@@H](C(=O)O)C)CCC=1SC=2N=CN=C(C2N1)NCC1=NC=CC=C1F (S)-3-((tert-butoxycarbonyl)(2-(7-(((3-fluoropyridin-2-yl)methyl)amino)thiazolo[5,4-d]pyrimidin-2-yl)ethyl)amino)-2-methylpropanoic acid